2-[1-(4-{7-cyclopropyl-5-[(1R)-1-methyl-1,2,3,4-tetrahydroisoquinoline-2-carbonyl]-pyrazolo[1,5-a]pyrimidin-2-yl}-3-fluorophenyl)piperidin-3-yl]acetic acid C1(CC1)C1=CC(=NC=2N1N=C(C2)C2=C(C=C(C=C2)N2CC(CCC2)CC(=O)O)F)C(=O)N2[C@@H](C1=CC=CC=C1CC2)C